[N]=O nitrogen oxide